methyl (3S)-3-(2-(4-((5-fluoro-1,4,5,6-tetrahydropyrimidin-2-yl)amino)-1H-indazole-6-carboxamido)acetamido)-3-(4-fluoro-3-(trifluoromethyl)phenyl)propanoate trifluoroacetate FC(C(=O)O)(F)F.FC1CN=C(NC1)NC1=C2C=NNC2=CC(=C1)C(=O)NCC(=O)N[C@@H](CC(=O)OC)C1=CC(=C(C=C1)F)C(F)(F)F